FC(CC=1C(=NC(=NC1)NS(=O)(=O)C1=CNC2=CC(=CC=C12)C1COC1)OC)F N-[5-(2,2-difluoroethyl)-4-methoxy-pyrimidin-2-yl]-6-(oxetan-3-yl)-1H-indole-3-sulfonamide